Methyl ((S)-1-((S)-7-(((S)-6,6-difluoro-1-(methylamino)-1,2-dioxoheptan-3-yl)carbamoyl)-2,2-difluoro-6-azaspiro[3.4]octan-6-yl)-3,3-dimethyl-1-oxobutan-2-yl)carbamate FC(CC[C@@H](C(C(=O)NC)=O)NC(=O)[C@H]1N(CC2(CC(C2)(F)F)C1)C([C@H](C(C)(C)C)NC(OC)=O)=O)(C)F